NC1=NN=C(S1)OCCCC(=O)NC (2-((5-amino-1,3,4-thiadiazol-2-yl)oxy)ethyl)-N-methylacetamide